2,5-dichloro-6-cyclobutyl-N-(2-sulfamoylpyridin-4-yl)nicotinamide ClC1=C(C(=O)NC2=CC(=NC=C2)S(N)(=O)=O)C=C(C(=N1)C1CCC1)Cl